4-(8-(5-chloro-6-fluoro-1H-indole-4-carbonyl)-2-((2-methyl-1,2,3,4-tetrahydroisoquinolin-5-yl)oxy)-5,6,7,8-tetrahydropyrido[2,3-d]pyrimidin-4-yl)piperazin ClC1=C(C=2C=CNC2C=C1F)C(=O)N1CCCC2=C1N=C(N=C2N2CCNCC2)OC2=C1CCN(CC1=CC=C2)C